phosphonoperoxoic acid P(O)(=O)OO